C(C(C)C)OC=1C=C(C=2N(C1)N=CC2C#N)C=2C=NC(=CC2)N2CCN(CC2)CC2=NC=CC=C2 6-isobutoxy-4-(6-(4-(pyridin-2-ylmethyl)piperazin-1-yl)pyridin-3-yl)pyrazolo[1,5-a]pyridine-3-carbonitrile